FC1=C(C(=CC=C1CCC)F)[Ti] [2,6-difluoro-3-(1-propyl)phenyl]titanium